tetrahydrophthalic acid, diglycidyl ester C(C1C(C(=O)OCC2CO2)CCC=C1)(=O)OCC1CO1